NC(=O)CNC(OC[C@@H](CC1=CC=C(C=C1)C)N)=O (2R)-2-amino-3-(4-methylphenyl)propyl (aminocarbonyl)methylcarbamate